tetrabromothiopheno[3,2-b]thiophene BrC1=C(SC2=C1SC(=C2Br)Br)Br